2-((E)-((E)-3-chloro-5-methoxy-4-((E)-3-(3-methoxyphenyl)acryloyloxy)benzylidene)amino)-3-methylpentanoic acid ClC=1C=C(\C=N\C(C(=O)O)C(CC)C)C=C(C1OC(\C=C\C1=CC(=CC=C1)OC)=O)OC